ClC=1C(=NC=CC1C(O)C1=NC=C(N=C1Cl)Cl)NC (3-chloro-2-(methylamino)pyridin-4-yl)(3,5-dichloropyrazin-2-yl)methanol